ClC1=CC(=C2C=C(NC2=C1F)C(=O)N[C@H](C(=O)N[C@H](C(=O)OC)C[C@H]1C(NC(C1)(C)C)=O)CC1CC1)OC (S)-methyl 2-((S)-2-(6-chloro-7-fluoro-4-methoxy-1H-indole-2-carboxamido)-3-cyclopropylpropanamido)-3-((R)-5,5-dimethyl-2-oxopyrrolidin-3-yl)propanoate